O1CCN(CC1)[C@H]1C[C@H](CC1)NC(OCC1=CC=CC=C1)=O Benzyl (1S,3R)-3-morpholinocyclopentylcarbamate